COC(=O)C1=NN(C=N1)[C@@H]1O[C@@H]([C@H]([C@H]1OC)O[Si](C)(C)C(C)(C)C)CO 1-((2R,3R,4R,5R)-4-((tert-butyldimethylsilyl)oxy)-5-(hydroxymethyl)-3-methoxytetrahydrofuran-2-yl)-1H-1,2,4-triazole-3-carboxylic acid methyl ester